(2-hydroxy-3-methacryloylpropyl)-4-methoxyphenylether OC(CC1=C(C=CC(=C1)OC)OC1=C(C=C(C=C1)OC)CC(CC(C(=C)C)=O)O)CC(C(=C)C)=O